N-((4'-(dimethylamino)-[1,1'-biphenyl]-4-yl)methyl)-N-(3-formylphenyl)cyclohexanecarboxamide CN(C1=CC=C(C=C1)C1=CC=C(C=C1)CN(C(=O)C1CCCCC1)C1=CC(=CC=C1)C=O)C